N-(2-(1H-pyrrol-2-yl)ethyl)-4-(5-(4-(2-oxopyrrolidin-1-yl)phenyl)pyridin-3-yl)-1H-pyrrolo[2,3-b]pyridine-2-carboxamide N1C(=CC=C1)CCNC(=O)C1=CC=2C(=NC=CC2C=2C=NC=C(C2)C2=CC=C(C=C2)N2C(CCC2)=O)N1